N-(2-aminoethyl)-3-aminopropyl-(dimethoxy)(methyl)silane NCCNCCC[Si](C)(OC)OC